BrC=1NC(=CN1)C#N 2-Bromo-1H-imidazole-5-carbonitrile